ClC=1C=CC2=C([C@@H](C[C@@H](O2)C(=O)NC23CC(C2)(C3)N3N=NC(=C3)C3CC(C3)COC(F)(F)F)O)C1 (2R,4R)-6-chloro-4-hydroxy-N-[3-(4-{3-[(trifluoromethoxy)methyl]cyclobutyl}-1H-1,2,3-triazol-1-yl)bicyclo[1.1.1]pentan-1-yl]-3,4-dihydro-2H-1-benzopyran-2-carboxamide